FC=CP(OCC1=C(C=CC=C1)F)([O-])=O (2-fluorophenyl)methyl (2-fluorovinyl)phosphonate